(R)-3-[2-(3-chloro-4-methoxybenzoyl)-1,2,3,4-tetrahydroisoquinolin-5-yl]-3-(7-methoxy-1-methyl-1H-benzo[d][1,2,3]triazol-5-yl)propionic acid ClC=1C=C(C(=O)N2CC3=CC=CC(=C3CC2)[C@H](CC(=O)O)C2=CC3=C(N(N=N3)C)C(=C2)OC)C=CC1OC